1-(4-bromobenzyl)-1H-indole-5-carbaldehyde BrC1=CC=C(CN2C=CC3=CC(=CC=C23)C=O)C=C1